NCCNC(CNC(CNC(OC(C)(C)C)=O)=O)=O tert-butyl N-[2-[[2-(2-aminoethylamino)-2-oxo-ethyl]amino]-2-oxo-ethyl]carbamate